ClC1=CC=C2C=CN3C2=C1C1=CCCN([C@H]1C3)C |r| Racemic-1-chloro-8-methyl-7a,8,9,10-tetrahydro-7H-indolo[7,1-fg][1,7]naphthyridine